perylene dibutyrate C(CCC)(=O)O.C(CCC)(=O)O.C1=CC=C2C=CC=C3C4=CC=CC5=CC=CC(C1=C23)=C45